C(C)C1(OC2=CC=C(C=C2C(C1)=O)C1=NC(=NO1)C1=C(C=CC=C1)O)CC 2,2-diethyl-6-[3-(2-hydroxyphenyl)-1,2,4-oxadiazol-5-yl]chroman-4-one